[5-[4-(benzyloxycarbonylamino)-2-(tert-butylsulfamoyl)phenyl]Thiazol-2-yl]Piperazine C(C1=CC=CC=C1)OC(=O)NC1=CC(=C(C=C1)C1=CN=C(S1)N1CCNCC1)S(NC(C)(C)C)(=O)=O